CC(C)(C)S(=O)NC(C)C1=NC=CN=C1C=1OCC(NN1)=O 2-methyl-N-[1-[3-(5-oxo-4H-1,3,4-oxadiazin-2-yl)pyrazin-2-yl]ethyl]propane-2-sulfinamide